[(S)-1-[[(S)-1-[[4-(hydroxymethyl)phenyl]amino]-1-oxo-5-ureidopentan-2-yl]amino]-3-methyl-1-oxobutan-2-yl]carbamic acid allyl ester C(C=C)OC(N[C@H](C(=O)N[C@H](C(=O)NC1=CC=C(C=C1)CO)CCCNC(=O)N)C(C)C)=O